ClC=1C=CC(=C(C1)C1=CC(=C(N=N1)N(C)C)NC1=CC(=NC=C1)NC(=O)[C@@H]1C[C@H](C1)N1CCN(CC1)C)F Trans-N-(4-{[6-(5-chloro-2-fluorophenyl)-3-(dimethyl-amino)pyridazin-4-yl]amino}-pyridin-2-yl)-3-(4-methyl-piperazin-1-yl)cyclobutane-1-carboxamide